C(#N)C(C=1C=NC=C2C=CC=NC12)NC(=O)[C@@H]1[C@H]2C([C@H]2CN1C(=O)[C@H](C(C)(C)C)NC(OC)=O)(C)C methyl N-[(1S)-1-[(1R,2S,5S)-2-[[cyano(1,6-naphthyridin-8-yl)methyl]carbamoyl]-6,6-dimethyl-3-azabicyclo[3.1.0]hexane-3-carbonyl]-2,2-dimethyl-propyl]carbamate